C(C(=C)C)(=O)OC1=C(C(=C(C=C1)CC1=C(C(=C(C=C1)OC(C(=C)C)=O)OCC)OCC)OCC)OCC 1,1-bis(4-methacryloxydiethoxyphenyl)methane